BrC1=CC(=C(C2=C1C=CO2)C(=O)NC2=NC(=NC(=C2)C)N2CCC(CC2)(F)F)N2CCC1(CC1)CC2 4-bromo-N-(2-(4,4-difluoropiperidin-1-yl)-6-methylpyrimidin-4-yl)-6-(6-azaspiro[2.5]oct-6-yl)benzofuran-7-carboxamide